2-(2-fluoro-4-biphenylyl)-2-hydroxypropionic acid FC1=C(C=CC(=C1)C(C(=O)O)(C)O)C1=CC=CC=C1